COC1=CC=C(C=C1)NC=1SC2=C(N1)CC[C@@]1([C@H]3CC[C@]/4([C@H]([C@@H]3CC=C12)CC\C4=N/O)C)C (5aR,5bS,7aS,10aS,10bR,E)-2-((4-methoxyphenyl)amino)-5a,7a-dimethyl-4,5,5a,5b,6,7,7a,9,10,10a,10b,11-dodecahydro-8H-cyclopenta[7,8]phenanthro[2,1-d]thiazol-8-one oxime